tert-butyl N-(2,6-difluoro-3-nitrophenyl)carbamate FC1=C(C(=CC=C1[N+](=O)[O-])F)NC(OC(C)(C)C)=O